Pelargonylcarnitine C(CCCCCCCC)(=O)C(O)(C[N+](C)(C)C)CC([O-])=O